FC=1C=C(C=CC1F)C(C=1NC(=C(N1)S(=O)(=O)N)C)NC1=NC(=C(C=C1)F)C 2-((3,4-difluorophenyl)((5-fluoro-6-methylpyridin-2-yl)amino)methyl)-5-methyl-1H-imidazole-4-sulfonamide